BrC1=CC=C2C(=N1)C(=C(N2C(=O)OC(C)(C)C)C2CC2)C#N tert-butyl 5-bromo-3-cyano-2-cyclopropyl-1H-pyrrolo[3,2-b]pyridine-1-carboxylate